C1(CC1)C=1C(=CC(=C(C(=O)NS(=O)(=O)C)C1)F)COCC1(CCN(CC1)C(C1=CC(=CC(=C1)Cl)Cl)=O)F 5-cyclopropyl-4-(((1-(3,5-dichlorobenzoyl)-4-fluoropiperidin-4-yl)methoxy)methyl)-2-fluoro-N-(methylsulfonyl)benzamide